9-(1-(2-azaspiro[3.5]nonan-7-yl)-1H-pyrazol-4-yl)-2-(2,6-dichlorophenyl)imidazo[2,1-f][1,6]naphthyridine C1NCC12CCC(CC2)N2N=CC(=C2)C=2C=NC=1C=CN3C(C1C2)=NC(=C3)C3=C(C=CC=C3Cl)Cl